methyl 2-[[6-chloro-3-(3,6-dihydro-2H-pyran-4-yl)-4-quinolyl]amino]-5-methoxy-benzoate ClC=1C=C2C(=C(C=NC2=CC1)C=1CCOCC1)NC1=C(C(=O)OC)C=C(C=C1)OC